(S)-N-((R)-1-(3-(Difluoromethoxy)-2-fluorophenyl)ethyl)-2-methylpropane-2-sulfinamide FC(OC=1C(=C(C=CC1)[C@@H](C)N[S@@](=O)C(C)(C)C)F)F